O=C1N(CC2=CC(=CC=C12)C[C@@H]1[C@H](CCCC1)NCC1=NC=CC=C1)C1C(NC(CC1)=O)=O 3-(1-oxo-5-(((1R,2S)-2-((pyridin-2-ylmethyl)amino)cyclohexyl)methyl)isoindolin-2-yl)piperidine-2,6-dione